C(C1=CC=CC=C1)OCOCCCC(CC(CC(CC(CC(CC(CC(CCCCl)C)C)C)C)C)C)C 19-chloro-4,6,8,10,12,14,16-heptamethylnonadecyl benzyloxymethyl ether